BrC=1C=CC(=NC1C(Br)Br)C=1N=NN(C1C(=O)OC)C methyl 4-(5-bromo-6-(dibromomethyl) pyridin-2-yl)-1-methyl-1H-1,2,3-triazole-5-carboxylate